COC1=C(C=C(C=C1)N1N=C(C2=C1CCOC2)C(=O)N2CCN(CCC2)C)C(F)(F)F [1-[4-methoxy-3-(trifluoromethyl)phenyl]-1,4,6,7-tetrahydropyrano[4,3-c]pyrazol-3-yl]-(4-methyl-1,4-diazepan-1-yl)methanone